CCCCCC/C=C\\C=C/CCCCCCCC(=O)OC[C@H](COP(=O)(O)OCCN)OC(=O)CCCCCCC/C=C\\C=C/CCCCCC The molecule is a 1,2-diacyl-sn-glycero-3-phosphoethanolamine in which the acyl groups at positions 1 and 2 are both specified as (9Z,11Z)-octadecadienoyl. It has a role as a mouse metabolite. It derives from an octadeca-9,11-dienoic acid.